glycidoxymethyl-trimethoxysilane C(C1CO1)OC[Si](OC)(OC)OC